1-butyl-2,3-dimethyl-imidazolium chloride [Cl-].C(CCC)N1C(=[N+](C=C1)C)C